tert-butyl N-[(1S)-1-{[(1S)-1-{[(1S)-1-{[4-(hydroxymethyl)phenyl]carbamoyl}-2-[(triphenylmethyl)carbamoyl]ethyl]carbamoyl}ethyl]carbamoyl}ethyl]carbamate OCC1=CC=C(C=C1)NC(=O)[C@H](CC(NC(C1=CC=CC=C1)(C1=CC=CC=C1)C1=CC=CC=C1)=O)NC(=O)[C@H](C)NC(=O)[C@H](C)NC(OC(C)(C)C)=O